BrC=1C=NN(C1\C=C(/C#N)\C1=CC=C(C=C1)C(C)(C)C)C (Z)-3-(4-bromo-1-methyl-1H-pyrazol-5-yl)-2-(4-(tert-butyl)phenyl)acrylonitrile